N-(4-(dimethylamino)phenyl)-2,4-dihydroxy-N-(4-(hydroxycarbamoyl)benzyl)-5-isopropylbenzamide CN(C1=CC=C(C=C1)N(C(C1=C(C=C(C(=C1)C(C)C)O)O)=O)CC1=CC=C(C=C1)C(NO)=O)C